FC(C(=O)[O-])(F)F.NC(=O)C1=CC=CC2=CN(N=C12)C1=CC=C(C[NH+]2CC3(CCCO3)CCC2)C=C1 7-{4-[7-(aminocarbonyl)-2H-indazol-2-yl]benzyl}-1-oxa-7-azonia-spiro[4.5]decane trifluoroacetate